ClC1=C(OC=2C=CC(=C(C2)S(=O)(=O)N[C@@H]2CN(C(C2)=O)C)O)C(=CC(=C1)N1N=C(C(NC1=O)=O)C(F)F)Cl (S)-5-(2,6-dichloro-4-(6-(difluoromethyl)-3,5-dioxo-4,5-dihydro-1,2,4-triazin-2(3H)-yl)phenoxy)-2-hydroxy-N-(1-methyl-5-oxopyrrolidin-3-yl)benzenesulfonamide